C(C)[C@@H]1CN(CC[C@H]1OC1=CC=C(C=C1)C(C)C)C1=CC(N(C=2C=CC(=NC12)C#N)C)=O 8-((3R,4R)-3-ethyl-4-(4-isopropylphenoxy)piperidin-1-yl)-5-methyl-6-oxo-5,6-dihydro-1,5-naphthyridine-2-carbonitrile